C(C)O[C@H]1CN(C([C@H]2NC[C@@H](NC3=NC=CC(C4=C(C(=CC=5N=C(N(C1)C45)C)F)F)=N3)C2)=O)C (8S,11S,15R)-15-ethoxy-22,23-difluoro-13,18-dimethyl-5,7,10,13,17,19,26-heptazapentacyclo[15.6.1.12,6.18,11.020,24]hexacosa-1(23),2(26),3,5,18,20(24),21-heptaen-12-one